ClCC1=CC=C(C=C1)OC chloro-4-methoxytoluene